Cl.C(C)(C)(C)OC(=O)N(CCC1=NC(=CC=C1[N+](=O)[O-])OC)CC1=C(C=CC(=C1)F)NC1=C(C(=O)O)C=C(C=C1)OCC(F)(F)F 2-((2-(((tert-Butoxycarbonyl)(2-(6-methoxy-3-nitropyridin-2-yl)ethyl)amino)-methyl)-4-fluorophenyl)amino)-5-(2,2,2-trifluoroethoxy)benzoic acid hydrochloride